2-(3,5-difluorophenyl)-2H-indazole FC=1C=C(C=C(C1)F)N1N=C2C=CC=CC2=C1